[Al](Cl)(Cl)Cl.[Fe].[N+](=O)([O-])C=1C=C(C=C(C1)C(F)(F)F)C(C#C)NC(C)=O N-(1-(3-nitro-5-(trifluoromethyl)phenyl)prop-2-yn-1-yl)acetamide iron-aluminum chloride